ClC1=C(C=CC(=C1)C1=NNC2=NC=C(C=C21)C=2C=CC1=C(CCC(CC1)N1[C@@H](CCC1)C)C2)C2(COC2)O 3-[2-Chloro-4-(5-{7-[(2R)-2-methylpyrrolidin-1-yl]-6,7,8,9-tetrahydro-5H-benzo[7]annulen-2-yl}-1H-pyrazolo[3,4-b]pyridin-3-yl)phenyl]oxetan-3-ol